BrC=1C=C2C(=NC1)N(C=C2C(COC)C2CC2)COCC[Si](C)(C)C 5-bromo-3-(1-cyclopropyl-2-methoxyethyl)-1-((2-(trimethylsilyl)ethoxy)methyl)-1H-pyrrolo[2,3-b]pyridine